BrC=1C=C(C=C(C1Cl)F)C(CNC1CCC(CC1)NC(OC(C)(C)C)=O)C1=CC=CC=C1 tert-Butyl ((1r,4r)-4-((2-(3-bromo-4-chloro-5-fluorophenyl)-2-phenylethyl)amino)cyclohexyl)carbamate